1-benzyl-3,5-diallyl-S-triazine C(C1=CC=CC=C1)N1CN(CN(C1)CC=C)CC=C